5-fluoro-4-(9-fluoro-4-methyl-3,4-dihydro-1H-benzo[4,5]imidazo[2,1-c][1,4]oxazin-7-yl)-N-(5-(piperazin-1-ylmethyl)pyridin-2-yl)pyrimidin-2-amin FC=1C(=NC(=NC1)NC1=NC=C(C=C1)CN1CCNCC1)C1=CC2=C(N=C3COCC(N32)C)C(=C1)F